3-methacrylamidopropyltrimethylammonium chloride [Cl-].C(C(=C)C)(=O)NCCC[N+](C)(C)C